[Si](C)(C)(C(C)(C)C)O[C@@H]1C[C@@H]2N(C(C3=C(NC2)C=C(C(=C3)OC)O)=O)C1 (2R,11aS)-2-((tert-Butyldimethylsilyl)oxy)-8-hydroxy-7-methoxy-1,2,3,10,11,11a-hexahydro-5H-benzo[e]pyrrolo[1,2-a][1,4]diazepin-5-one